BrC1=CC=C(C=C1)C(C)NC(=O)C1(C(C1C)(Cl)Cl)S(=O)C 2,2-dichloro-1-methanesulfinyl-3-methyl-1-cyclopropanecarboxylic acid [1-(4-bromo-phenyl)-ethyl]-amide